N-((S)-1-(2-((1R,2R)-1-Amino-2-((1,1,1-trifluoro-2-methylpropan-2-yl)oxy)propyl)-1H-benzo[d]imidazol-5-yl)-2-cyclopropoxyethyl)-2-(3,3-difluorocyclobutyl)acetamide N[C@@H]([C@@H](C)OC(C(F)(F)F)(C)C)C1=NC2=C(N1)C=CC(=C2)[C@@H](COC2CC2)NC(CC2CC(C2)(F)F)=O